ethyl 3-(1,6-naphthyridin-8-yl)prop-2-enoate N1=CC=CC2=CN=CC(=C12)C=CC(=O)OCC